[Sn].[Mg].[K] potassium magnesium tin